OCCN1CCN(CC1)C=CC(=O)N 3-[4-(2-hydroxyethyl)piperazin-1-yl]Acrylamide